C(CC1=NNC(=N1)O)C1=NNC(=N1)O 3,3'-ethylenebis(5-hydroxy-1H-1,2,4-triazole)